C1CCC2=C(C=CC=C12)[C@H]1[C@@H](CC=2C(=NC(=NC2C1)OC[C@H]1N(CCC1)C)N1C[C@@H](N(CC1)C(C=C)=O)CC#C)C 1-((S)-4-((6R,7R)-7-(2,3-dihydro-1H-inden-4-yl)-6-methyl-2-(((S)-1-methylpyrrolidin-2-yl)methoxy)-5,6,7,8-tetrahydroquinazolin-4-yl)-2-(prop-2-yn-1-yl)piperazin-1-yl)prop-2-en-1-one